ClC(C(C)(C)P(C(C)(C)C)C(C)(C)C)CC=CC chloro(crotyl)(tri-t-butylphosphine)